6-(1'-cyclopropyl-[1,4'-bipiperidin]-4-yl)-8-methyl-2-(4-(methylsulfonyl)phenyl)imidazo[1,2-a]pyridine C1(CC1)N1CCC(CC1)N1CCC(CC1)C=1C=C(C=2N(C1)C=C(N2)C2=CC=C(C=C2)S(=O)(=O)C)C